N1C=C(C2=CC=CC=C12)C[C@H]1C(NC(N1C(C)=O)=S)=O (S)-5-((1H-indol-3-yl)methyl)-1-acetyl-2-thioxoimidazolidin-4-one